(R)-1-tritylazetidine-2-carbaldehyde C(C1=CC=CC=C1)(C1=CC=CC=C1)(C1=CC=CC=C1)N1[C@H](CC1)C=O